1-(7,8-difluoro-1-oxo-1,2-dihydroisoquinolin-4-yl)ethyl-1-methylurea FC1=CC=C2C(=CNC(C2=C1F)=O)C(C)N(C(=O)N)C